ClC1=NC(=CC(=C1)C=1C(=NN2C1N=C(C=C2)C(=O)N[C@H]2CNC[C@H]2O)C2=CC(=CC=C2)C#N)C 3-(2-Chloro-6-methyl-4-pyridyl)-2-(3-cyanophenyl)-N-[cis-(3S,4R)-4-hydroxypyrrolidin-3-yl]pyrazolo[1,5-a]pyrimidine-5-carboxamide